C(C1=CC=CC=C1)OC[C@@H]1CN(C[C@H](O1)C)C(=O)OC(C)(C)C tert-butyl (2S,6R)-2-[(benzyloxy)methyl]-6-methylmorpholine-4-carboxylate